BrC1=CC=C(C=C1)C1=C(C=C(C2=CC=C(C=C12)C)O)C(CCC)(CCC)O 4-(4-bromophenyl)-3-(4-hydroxyhept-4-yl)-6-methylnaphthalen-1-ol